C(C)N1C[C@@H](CCC1)NC=1N=NC(=C(C1)C)C1=CC=C2C=CNC2=C1 N-[(3R)-1-Ethyl-3-piperidyl]-6-(1H-indol-6-yl)-5-methyl-pyridazin-3-amine